3-((4-(4-aminobenzyl)phenyl)carbamoyl)-1-((2R,3R,4S,5R)-3,4-dihydroxy-5-((phosphonooxy)methyl)tetrahydrofuran-2-yl)pyridin-1-ium NC1=CC=C(CC2=CC=C(C=C2)NC(=O)C=2C=[N+](C=CC2)[C@@H]2O[C@@H]([C@H]([C@H]2O)O)COP(=O)(O)O)C=C1